methanol, dihydrochloride Cl.Cl.CO